1-(2-amino-1-(4-fluorophenyl)ethyl)-3-(isoquinolin-6-yl)urea hydrochloride Cl.NCC(C1=CC=C(C=C1)F)NC(=O)NC=1C=C2C=CN=CC2=CC1